FC(C1CCC(CC1)=O)F 4-(difluoromethyl)cyclohexanone